FC(C(C(F)(F)F)OCC(=O)O)(F)F (hexafluoroisopropoxy)acetic acid